(2S)-1-[4-(3,4-dichlorophenyl)piperidin-1-yl]-3-[2-(5-methyl-1,3,4-oxadiazol-2-yl)benzo[b]furan-4-yloxy]propan-2-ol monohydrochloride Cl.ClC=1C=C(C=CC1Cl)C1CCN(CC1)C[C@@H](COC1=CC=CC=2OC(=CC21)C=2OC(=NN2)C)O